(R)-N-methylpyrrolidin-3-amine CN[C@H]1CNCC1